1-(4-(4-(tert-butyl)piperidin-1-yl)-5-(isopropylthio)thiazol-2-yl)-4-(3-fluorophenyl)-3-methyl-1H-pyrazole-5-carboxylic acid C(C)(C)(C)C1CCN(CC1)C=1N=C(SC1SC(C)C)N1N=C(C(=C1C(=O)O)C1=CC(=CC=C1)F)C